(R)-alpha-methylbenzylamine C[C@H](C1=CC=CC=C1)N